4-((2-(5-benzyl-5H-[1,2,4]triazino[5,6-b]indol-3-yl)hydrazono)methyl)benzene-1,3-diol C(C1=CC=CC=C1)N1C2=C(C=3C=CC=CC13)N=NC(=N2)NN=CC2=C(C=C(C=C2)O)O